diethylamine tartrate C(=O)(O)C(O)C(O)C(=O)O.C(C)NCC